Potassium 2,5-dihydroxybenzenesulfonate OC1=C(C=C(C=C1)O)S(=O)(=O)[O-].[K+]